NCCCN(CCCN(CCCN)CCCN)CCCN N,N,N',N'-tetrakis(3-aminopropyl)-1,3-diaminopropane